3,5-Di-tert-butyl-4-hydroxybenzoic acid, n-hexadecyl ester C(C)(C)(C)C=1C=C(C(=O)OCCCCCCCCCCCCCCCC)C=C(C1O)C(C)(C)C